FC(C1=NN(C(=C1)S(=O)(=O)N1CCC2(CCC(C2)N2CC3(COC3)C2)CC1)C)F 6-(8-((3-(difluoromethyl)-1-methyl-1H-pyrazol-5-yl)sulfonyl)-8-azaspiro[4.5]dec-2-yl)-2-oxa-6-azaspiro[3.3]heptane